(R)-12-(5-(1H-indazol-5-yl)-1H-imidazol-2-yl)-7-chloro-8-fluoro-13,14-dihydro-2H-spiro[benzo[5,6]azocino[4,3-g]indolizine-3,1'-cyclopropane]-1,10(4H,12H)-dione N1N=CC2=CC(=CC=C12)C1=CN=C(N1)C1CN2C(CC3(CC3)[C@@H]2C2=C1C=1C(=C(C=NC2)Cl)C(=CC(C1)=O)F)=O